FC(CN1C[C@@H](N(CC1)CC1=C2C=CNC2=C(C=C1OC)C)C1=CC(=C(C(=O)O)C=C1)NCC(F)(F)F)F 4-((2S)-4-(2,2-difluoroethyl)-1-((5-methoxy-7-methyl-1H-indol-4-yl)methyl)piperazin-2-yl)-2-((2,2,2-trifluoroethyl)amino)benzoic acid